C1(CC1)C1=C(OCCN2CCN(CC2)C(=O)OC(C)(C)C)C=CC(=C1)NC(C(=O)OC)(C)C tert-Butyl 4-(2-(2-cyclopropyl-4-((1-methoxy-2-methyl-1-oxopropan-2-yl)amino)phenoxy)ethyl)piperazine-1-carboxylate